N-(cyclopentyloxycarbonyl)pyrrolidine C1(CCCC1)OC(=O)N1CCCC1